COC(=O)[C@@H]1[C@H]2C([C@H]2CN1C([C@@H](NC(C(F)(F)F)=O)C(C)C)=O)(C)C.N(C(=O)N)C=1N=NN=NC1 ureidotetrazine methyl-(1R,2S,5S)-6,6-dimethyl-3-[N-(trifluoroacetyl)-L-valyl]-3-azabicyclo[3.1.0]hexane-2-carboxylate